N-(4-(dibenzo[b,d]furan-1-yl)phenyl)-[1,1'-biphenyl]-4-amine C1(=CC=CC=2OC3=C(C21)C=CC=C3)C3=CC=C(C=C3)NC3=CC=C(C=C3)C3=CC=CC=C3